O1C(=CC=C1)C1=CC(=NN1)C(=O)NC1=CC(=CC=C1)NS(=O)(=O)C 5-(furan-2-yl)-N-(3-(methylsulfonamido)phenyl)-1H-pyrazole-3-carboxamide